ClC=1C=C(C=C(C1Cl)Cl)C(C(F)(F)F)=O 3,4,5-trichloro-trifluoroacetyl-benzene